5-hydroxy-2-methoxypyridine-3-carboxylic acid methyl ester COC(=O)C=1C(=NC=C(C1)O)OC